N-(5-chloro-4-((4-chlorophenyl)(cyano)methyl)-2-methylphenyl)-3-methoxybenzamide ClC=1C(=CC(=C(C1)NC(C1=CC(=CC=C1)OC)=O)C)C(C#N)C1=CC=C(C=C1)Cl